1-(5-Aminopyridin-2-yl)-2-(3-fluoropyridin-2-yl)-2-methylpropan-1-one NC=1C=CC(=NC1)C(C(C)(C)C1=NC=CC=C1F)=O